4-(3-sulfo-3H-1,2-dithiole-5-yl)phenyl-3,5,6-trimethyl-pyrazine S(=O)(=O)(O)C1SSC(=C1)C1=CC=C(C=C1)C1=NC(=C(N=C1C)C)C